methyl (E)-3-(4-formylphenyl)acrylate C(=O)C1=CC=C(C=C1)/C=C/C(=O)OC